CC1=NOC(=C1C=1C=C2C(=NC(=NC2=CC1)C(=O)NC1CCN(CC1)C)N1[C@H](COCC1)C1=CC=CC=C1)C (S)-6-(3,5-dimethylisoxazol-4-yl)-N-(1-methylpiperidin-4-yl)-4-(3-phenylmorpholino)quinazoline-2-carboxamide